2-[(4-Methoxy-benzoyl)-methyl-amino]-5-oxo-5H-thieno[3,2-b]pyran-6-carboxylic acid COC1=CC=C(C(=O)N(C2=CC=3OC(C(=CC3S2)C(=O)O)=O)C)C=C1